C1CC12CC(C2)=O spiro[2.3]hexane-5-one